[Si](C)(C)(C(C)(C)C)C1(O)[C@H](N)[C@@H](O)[C@H](O)[C@H](O1)CO tert-butyldimethylsilyl-D-glucosamine